C(C)(C)(C)OC(=O)N1[C@@H](CCC1)C=1C=C(C=C2CCN(CC12)C(=O)[C@H]1COCC1)C=1C=C2C(=NC1)NC=C2C (S)-2-(6-(3-methyl-1H-pyrrolo[2,3-b]pyridin-5-yl)-2-((R)-tetrahydrofuran-3-carbonyl)-1,2,3,4-tetrahydroisoquinolin-8-yl)pyrrolidine-1-carboxylic acid tert-butyl ester